[N+](=O)([O-])C=1C=C2C(=CN(C2=CC1)CC1=NC=CN=C1)C(F)(F)F 5-nitro-1-(pyrazin-2-ylmethyl)-3-(trifluoromethyl)indole